N-(9,9-dimethyl-9H-fluoren-2-yl)-9,9-diphenyl-9H-fluorene-2-amine CC1(C2=CC=CC=C2C=2C=CC(=CC12)NC1=CC=2C(C3=CC=CC=C3C2C=C1)(C1=CC=CC=C1)C1=CC=CC=C1)C